OCCN(CCO)CCCCCCCCCCCCC N,N-di(2-hydroxyethyl)tridecyl-amine